C(#N)CCN1C(=NC(=C1)C)CC 1-(2-cyanoethyl)2-ethyl-4-methylimidazole